ClCC1=C(N=NN1C1=C(C=CC=C1Cl)Cl)C1CC1 5-(chloromethyl)-4-cyclopropyl-1-(2,6-dichlorophenyl)-1H-1,2,3-triazole